N-[8-amino-7-fluoro-6-(4-methylpyridin-3-yl)isoquinolin-3-yl]-2-azabicyclo[2.1.1]Hexane-2-carboxamide NC=1C(=C(C=C2C=C(N=CC12)NC(=O)N1C2CC(C1)C2)C=2C=NC=CC2C)F